C(C)(C)C1=NC2=CC=CC=C2C(N1NC(=O)C1C(C1)C1=CC=C(C=C1)F)=O 2-(4-Fluoro-phenyl)-cyclopropanecarboxylic acid (2-isopropyl-4-oxo-4H-quinazolin-3-yl)-amide